C(C)OCCN(CCC(C(=O)O)NC(CC(C(F)(F)F)(C)C)=O)CCCCC1=NC=2NCCCC2C=C1 4-[2-ethoxyethyl-[4-(5,6,7,8-tetrahydro-1,8-naphthyridin-2-yl)butyl]amino]-2-[(4,4,4-trifluoro-3,3-dimethyl-butanoyl)amino]butanoic acid